NC1CCC=2NC3=CC=CC(=C3C2C1)Br 3-Amino-5-bromo-2,3,4,9-tetrahydro-1H-carbazole